Propan-2-olate CC(C)[O-]